N-((2-(2,6-dioxopiperidin-3-yl)-1-oxoisoindolin-5-yl)methyl)-5,8-difluoro-2H-chromene-3-carboxamide O=C1NC(CCC1N1C(C2=CC=C(C=C2C1)CNC(=O)C=1COC2=C(C=CC(=C2C1)F)F)=O)=O